rac-((1R,5R,6R)-6-methyl-6-((6-(1-methyl-1H-pyrazol-4-yl)pyrazolo[1,5-a]pyrazin-4-yl)oxy)-2-azabicyclo[3.2.0]heptan-2-yl)((2S,3R)-3-methyloxiran-2-yl)methanone C[C@@]1([C@@H]2CCN([C@@H]2C1)C(=O)[C@H]1O[C@@H]1C)OC=1C=2N(C=C(N1)C=1C=NN(C1)C)N=CC2 |r|